BrC=1C=C(C(=NC1)N(CCN(C)C)C)[N+](=O)[O-] N1-(5-Bromo-3-nitropyridin-2-yl)-N1,N2,N2-trimethylethane-1,2-diamine